C(#N)C=1C=NC=CC1C(F)(F)F 3-CYANO-4-TRIFLUOROMETHYLPYRIDINE